C(CCC)C(CC1=CC=C(S1)C=1SC2=C(N1)C(=C1C(N=C(S1)C=1SC(=CC1)CC(CCCCCC)CCCC)=C2I)I)CCCCCC 2,6-bis[5-(2-butyloctyl)thiophen-2-yl]-4,8-diiodobenzo[1,2-d:4,5-d']bis-thiazole